(2R,3S)-1-(2-fluoro-6-methylbenzoyl)-2-[4-((R)-2-trifluoromethylpyrrolidin-1-ylmethyl)phenyl]piperidine-3-carboxylic acid (3-t-butylphenyl)amide C(C)(C)(C)C=1C=C(C=CC1)NC(=O)[C@@H]1[C@@H](N(CCC1)C(C1=C(C=CC=C1C)F)=O)C1=CC=C(C=C1)CN1[C@H](CCC1)C(F)(F)F